(S and R)-3-(2-amino-5-(bis(4-methoxybenzyl)amino)quinazolin-7-yl)-4-ethyloxazolidin-2-one NC1=NC2=CC(=CC(=C2C=N1)N(CC1=CC=C(C=C1)OC)CC1=CC=C(C=C1)OC)N1C(OC[C@@H]1CC)=O |r|